CC1[N@@](C1)S(=O)(=O)C1=CC=C(C)C=C1 (R)-2-methyl-1-p-toluenesulfonyl-aziridine